C(C1=CC=CC=C1)OC1=C(C=CC(=C1F)F)C1=CC(=CC=C1F)C[C@]1(C[C@H](CC1)NS(=O)(=O)C1CC1)C(=O)N (1R,3S)-1-((2'-(benzyloxy)-3',4',6-trifluoro-[1,1'-biphenyl]-3-yl)methyl)-3-(cyclopropanesulfonamido)cyclopentane-1-carboxamide